(S)-5-(3-chloro-8-(3,3-difluoro-4-methylpyrrolidin-1-yl)imidazo[1,2-b]pyridazin-6-yl)pyrimidine-2,4(1H,3H)-dione ClC1=CN=C2N1N=C(C=C2N2CC([C@H](C2)C)(F)F)C=2C(NC(NC2)=O)=O